CN1N=NN=C1C1=CC(=CN1)C1=NC(=NC=C1C(F)(F)F)NC1CNCCC1 4-[5-(1-methyl-1H-1,2,3,4-tetrazol-5-yl)-1H-pyrrol-3-yl]-N-(piperidin-3-yl)-5-(trifluoromethyl)pyrimidin-2-amine